(1R,3S)-N1-ethyl-N1-[6-(2,2,2-trifluoroethyl)thieno[2,3-d]pyrimidin-4-yl]cyclopentane-1,3-diamine Hydrochloride Cl.C(C)N([C@H]1C[C@H](CC1)N)C=1C2=C(N=CN1)SC(=C2)CC(F)(F)F